2-propyl-2-butyl-1,3-dimethoxypropane C(CC)C(COC)(COC)CCCC